C1(CC1)N1CCN(CC1)C1CCN(CC1)C1=C(C=C(C(=C1)OC)NC1=NC=NC(=C1)N1OCC[C@@H]1C1=CC(=CC=C1)OCC1=NC(=CC=C1)C)NC(C=C)=O (R)-N-(2-(4-(4-cyclopropylpiperazin-1-yl)piperidin-1-yl)-4-methoxy-5-((6-(3-(3-((6-methylpyridin-2-yl)methoxy)phenyl)isoxazolidin-2-yl)pyrimidin-4-yl)amino)phenyl)acrylamide